Azetidin-1-carboxamidic acid N1(CCC1)C(=O)N